NC=1N=C(C=C2C=CN=CC12)C=1C=NC=C(C1C)NC 8-amino-6-(4-methyl-5-(methylamino)pyridin-3-yl)-2,7-naphthyridin